5-(2-chloro-5-fluoropyrimidin-4-yl)-3-fluoro-1-methylpyridin-2(1H)-one ClC1=NC=C(C(=N1)C=1C=C(C(N(C1)C)=O)F)F